ClC.C(C=C)(=O)OCCN(C)C dimethylaminoethyl acrylate chloromethane salt